ClC=1C=C(COC(=O)N[C@H](C(=O)N([C@@H](CCC(NCCCCC)=O)C(=O)O)C)CC2CCCCC2)C=CC1 N2-((S)-2-((((3-chlorobenzyl)oxy)carbonyl)amino)-3-cyclohexylpropanoyl)-N-methyl-N5-pentyl-L-glutamine